4-oxo-2-phenyl-4H-chromene-7,8-diyl bis(dimethylcarbamate) CN(C(OC1=CC=C2C(C=C(OC2=C1OC(N(C)C)=O)C1=CC=CC=C1)=O)=O)C